CC(C)N(C(C)C)C(=O)C1=C(C=CC(=C1)F)OC2=CN=CN=C2N3CC4(C3)CCN(CC4)CC5CCC(CC5)NS(=O)(=O)C 5-fluoro-N,N-diisopropyl-2-((4-(7-(((1r,4r)-4-(methylsulfonamido)cyclohexyl)methyl)-2,7-diazaspiro[3.5]nonan-2-yl)pyrimidin-5-yl)oxy)benzamide